C1=CC=CC=2C3=CC=CC=C3C(C12)COC(=O)NC(C1=C(C=C(C=C1)OC)OC)C1=CC=C(OCC(=O)O)C=C1 p-[α-[1-(9H-fluoren-9-yl)-methoxyformamido]-2,4-dimethoxybenzyl]-phenoxyacetic acid